4-(4-methylbenzo[d]thiazol-2-yl)-6,7-dihydro-1H-imidazo[4,5-c]pyridin CC1=CC=CC2=C1N=C(S2)C2=NCCC1=C2N=CN1